azobis(2,4-dimethoxyvaleronitrile) N(=NC(C#N)(CC(C)OC)OC)C(C#N)(CC(C)OC)OC